2-methoxy-5-(1-methyl-1H-pyrazol-4-yl)-4-(2-(piperazin-1-yl)-7-azaspiro[3.5]non-7-yl)aniline COC1=C(N)C=C(C(=C1)N1CCC2(CC(C2)N2CCNCC2)CC1)C=1C=NN(C1)C